(R)-3-chloro-5-(4-(3-methylmorpholino)phenyl)pyrazin-2-amine ClC=1C(=NC=C(N1)C1=CC=C(C=C1)N1[C@@H](COCC1)C)N